C(C)C1=CC=CC(=N1)C1=NNC=C1C=1N=C2C=C(C=NC2=CC1)N1CCC(CC1)NC 1-[6-[3-(6-ethyl-2-pyridyl)-1H-pyrazol-4-yl]-1,5-naphthyridin-3-yl]-N-methyl-piperidin-4-amine